para-dimethylenebenzene C=C1C=CC(C=C1)=C